Titanium Di-Chloride [Cl-].[Cl-].[Ti+2]